C(C)(C)(C)OC(=O)N1CCC(CC1)CNC(C1=CC=C(C=C1)NC1=CC=C(C=C1)C1=CC(=CC=C1)OC)=O N-((1-tert-butoxycarbonylpiperidin-4-yl)methyl)-4-((3'-methoxy-[1,1'-biphenyl]-4-yl)amino)benzamide